N[C@H](C(=O)NC=1C=CC=C2C(=CNC12)C=1C=NNC1)C1=CC=CC=C1 (2S)-2-amino-2-phenyl-N-[3-(1H-pyrazol-4-yl)-1H-indol-7-yl]acetamide